BrC1=CC2=C(NC(C3N(C2=O)CCN(C3)C(COC3=CC2=CC=CC=C2C=C3)=O)=O)C=C1 8-bromo-2-(2-(naphthalen-2-yloxy)acetyl)-1,3,4,12a-tetrahydrobenzo[e]pyrazino[1,2-a][1,4]diazepine-6,12(2H,11H)-dione